3-(5-(8-Cyclopropoxy-4-(pyrrolidin-1-ylmethyl)-1,5-naphthyridin-2-yl)-1-oxoisoindolin-2-yl)piperidine-2,6-dione C1(CC1)OC=1C=CN=C2C(=CC(=NC12)C=1C=C2CN(C(C2=CC1)=O)C1C(NC(CC1)=O)=O)CN1CCCC1